C(C1=CC=CC=C1)OC1=C(N(N=C1C)CCC1=CC=CC=C1)C1=NC(=NN1CC1=CC=C(C=C1)OC)N1N=C(C=2C1=CN=C(C2)C)C(=O)NCC2=C(C=C(C=C2)OC)OC 1-[5-[4-benzyloxy-5-methyl-2-(2-phenylethyl)pyrazol-3-yl]-1-[(4-methoxyphenyl)methyl]-1,2,4-triazol-3-yl]-N-[(2,4-dimethoxyphenyl)methyl]-5-methyl-pyrazolo[3,4-c]pyridine-3-carboxamide